4-(6-((4-(pyridin-2-yl)thiazol-2-yl)amino)pyridin-3-yl)piperazin N1=C(C=CC=C1)C=1N=C(SC1)NC1=CC=C(C=N1)N1CCNCC1